tert-butyl (2-(2-(2-((4-(isoquinolin-8-yl)-3-(4-(isoquinolin-8-yl)phenethoxy)benzyl)oxy)ethoxy)ethoxy)ethyl)carbamate C1=NC=CC2=CC=CC(=C12)C1=C(C=C(COCCOCCOCCNC(OC(C)(C)C)=O)C=C1)OCCC1=CC=C(C=C1)C=1C=CC=C2C=CN=CC12